F[C@H]1CN(C[C@@H]1NC1=NC(=CC=C1)C1=CN=C2N1C=C(C=C2)C2(CC2)C)C(=O)OC(C)(C)C tert-butyl (3S,4S)-3-fluoro-4-[[6-[6-(1-methylcyclopropyl)imidazo[1,2-a]pyridin-3-yl]-2-pyridyl]amino]pyrrolidine-1-carboxylate